3-[(4-Chlorophenyl)amino]-4-({2-[3-(trifluoromethyl)phenyl]ethyl}amino)cyclobut-3-ene-1,2-dione ClC1=CC=C(C=C1)NC=1C(C(C1NCCC1=CC(=CC=C1)C(F)(F)F)=O)=O